Cl.CN(C(C1=C(C=CC=C1)C)=O)CCN1CC(OCC1)CNC N,2-dimethyl-N-[2-[2-(methylaminomethyl)morpholin-4-yl]ethyl]benzamide hydrochloride